NC1=CC(=C(C=C1OC)N1CCC(CC1)N1CCN(CC1)CC1CCN(CC1)C=1C=CC(=NC1)C(=O)NC1C(NC(CC1)=O)=O)C=1C=NN(C1)C 5-(4-((4-(1-(4-amino-5-methoxy-2-(1-methyl-1H-pyrazol-4-yl)phenyl)piperidine-4-yl)piperazin-1-yl)methyl)piperidin-1-yl)-N-(2,6-dioxopiperidin-3-yl)pyridine-2-amide